FC1=C(C(=CC=C1)C)N1CCC(CC1)N1C(N(C=2C(C1)=CN(N2)CC(=O)N(C)C)CC2=C(C=CC=C2)C(F)(F)F)=O 2-[5-[1-(2-Fluoro-6-methyl-phenyl)-piperidin-4-yl]-6-oxo-7-(2-trifluoromethylbenzyl)-4,5,6,7-tetrahydro-pyrazolo[3,4-d]pyrimidin-2-yl]-N,N-dimethyl-acetamide